3-methyl-6-oxo-2H,3H,4H,6H-pyrimido[2,1-b][1,3]thiazine-7-carbonitrile CC1CN2C(SC1)=NC=C(C2=O)C#N